3-bromo-2-methoxy-5-(o-tolylethynyl)pyridin-4-amine BrC=1C(=NC=C(C1N)C#CC1=C(C=CC=C1)C)OC